1,3-bis(4-vinyl-phenoxy)propane C(=C)C1=CC=C(OCCCOC2=CC=C(C=C2)C=C)C=C1